COCC1=NN(C(=C1)C(=O)[O-])C 3-(methoxymethyl)-1-methyl-1H-pyrazole-5-carboxylate